N1[C@H](CC1)CN1C(N(C2=NC=C(C=C21)C2=CC(=CC=C2)C(F)(F)F)C)=O |r| (R/S)-1-(azetidin-2-ylmethyl)-3-methyl-6-[3-(trifluoromethyl)phenyl]imidazo[4,5-b]pyridin-2-one